FC(C(=O)O)(F)F.FC(C(=O)O)(F)F.BrC=1C=C(SC1Br)C[C@H]1C[C@@H](N(C1)C(=O)OC(C)(C)C)C(=O)OCC1=CC=CC=C1 2-Benzyl 1-(tert-butyl) (2R,4R)-4-((4,5-dibromothiophen-2-yl)methyl)pyrrolidine-1,2-dicarboxylate di-trifluoroacetate